N(=[N+]=[N-])C1=CC=C(CN2C(N([C@H](C3=CC=C(C=C23)C(=O)NCC2=C(C=C(C=C2F)F)F)C)C)=O)C=C1 (S)-1-(4-azidobenzyl)-3,4-dimethyl-2-oxo-N-(2,4,6-trifluorobenzyl)-1,2,3,4-tetrahydro-quinazoline-7-carboxamide